2-(4-fluorophenyl)-β,δ-dihydroxy-5-(1-methylethyl)-3-phenyl-4-[(phenylamino)carbonyl]-1H-pyrrole-1-heptanoic acid FC1=CC=C(C=C1)C=1N(C(=C(C1C1=CC=CC=C1)C(=O)NC1=CC=CC=C1)C(C)C)CCC(CC(CC(=O)O)O)O